(4-chloro-1,2-dimethyl-1H-imidazol-5-yl)methanol ClC=1N=C(N(C1CO)C)C